N1CCC(CC1)CCN[C@H]1[C@@H](C1)C=1C=C2CCN(C2=CC1)S(=O)(=O)C1=CC=CC=C1 trans-N-(4-Piperidinylethyl)-2-(1-(phenylsulfonyl)indolin-5-yl)cyclopropylamine